C(C)OC([C@@H](CC1=CC(=CC=C1)C=1C=NNC1)NC(NC1=C2CCCC2=CC=2CCCC12)=O)=O.CC1(C2CC=C(C1C2)C(CCC=C)=O)C (6,6-dimethylbicyclo[3.1.1]hept-2-en-2-yl)pent-4-en-1-one ethyl-(2R)-2-{[(1,2,3,5,6,7-hexahydro-s-indacen-4-yl)carbamoyl]amino}-3-[3-(1H-pyrazol-4-yl)phenyl]propanoate